N,N'-bis(hydroxyethyl)-N,N'-bis(4-aminophenyl)tetramethylenediamine OCCN(CCCCN(C1=CC=C(C=C1)N)CCO)C1=CC=C(C=C1)N